[Cl-].[Cl-].C=[Zr+2](C1=CC=CC2=C3C(=C4C=5C=CC=CC5CC4=C21)C=CC=C3)C3C=CC=C3 methylene(cyclopentadienyl)(dibenzofluorenyl)zirconium dichloride